N-[6-(4-Cyano-4-methyl-1-piperidyl)-2-[(2R)-2-fluoro-3-hydroxy-3-methyl-butyl]-1-oxo-isoindolin-5-yl]pyrazolo[1,5-a]pyrimidine-3-carboxamide C(#N)C1(CCN(CC1)C1=C(C=C2CN(C(C2=C1)=O)C[C@H](C(C)(C)O)F)NC(=O)C=1C=NN2C1N=CC=C2)C